C(C)(C)(C)OC(=O)NC/C=C/CN1C(=NC2=NC(=CC=C21)C(=O)O)NC(=O)C=2N(N=C(C2)C)CC 1-[(E)-4-(tert-butoxycarbonylamino)but-2-enyl]-2-[(2-ethyl-5-methyl-pyrazole-3-carbonyl)amino]imidazo[4,5-b]pyridine-5-carboxylic acid